3-amino-cyclohexanecarboxylic acid NC1CC(CCC1)C(=O)O